C(#N)C1=C(SC2=C1C(=NC=C2F)C=2C1=C(C=3C=NC(=NC3C2F)N2C[C@H](CC2)N2CCN(CCC2)C)COC1)NC(OC(C)(C)C)=O tert-Butyl (3-cyano-7-fluoro-4-(5-fluoro-3-((S)-3-(4-methyl-1,4-diazepan-1-yl)pyrrolidin-1-yl)-7,9-dihydrofuro[3,4-f]quinazolin-6-yl)thieno[3,2-c]pyridin-2-yl)carbamate